7-(4-hydroxybutyl)-7,9-dihydro-1H-purine-6,8-dione OCCCCN1C(NC=2N=CNC(C12)=O)=O